C1(=CC=CC=C1)C=C1C=C(C(C(=C1)C1=CC=CC=C1)=O)C1=CC=CC=C1 4-phenylmethylene-2,6-diphenyl-2,5-cyclohexadiene-1-one